2-(4,4-dimethyl-1-piperidyl)aniline CC1(CCN(CC1)C1=C(N)C=CC=C1)C